N-((1s,3s)-3-(6-((3-(3-(4-(2-(2,6-dioxopiperidin-3-yl)-1,3-dioxoisoindolin-4-yl)piperazin-1-yl)propoxy)benzyl)amino)-9H-purin-9-yl)cyclobutyl)-6-methylpicolinamide O=C1NC(CC[C@@H]1N1C(C2=CC=CC(=C2C1=O)N1CCN(CC1)CCCOC=1C=C(CNC2=C3N=CN(C3=NC=N2)C2CC(C2)NC(C2=NC(=CC=C2)C)=O)C=CC1)=O)=O